(6-(bicyclo[4.2.0]oct-1(6),2,4-trien-3-yl)-5-bromothieno[2,3-d]pyrimidin-4-yl)oxygen piperidin-4-yl-[1,1-biphenyl]-2-carbamate N1CCC(CC1)OC(NC=1C(=CC=CC1)C1=CC=CC=C1)=O.C1=2C=C(C=CC2CC1)C1=C(C2=C(N=CN=C2[O])S1)Br